siloxaine [SiH2]1OC=CC=C1